CN(CCN)CC N-methyl-N-ethyl-ethylene-diamine